O[C@@H]1C[C@H]2[C@H](CCC3=C(O2)C(=C(C=C3)C(=O)O)C)[C@H]1\C=C\C(C1(CCC1)C1=CSC(=C1)C)O (1R,2R,3aS,10aR)-2-hydroxy-1-{(1E,3ξ)-3-hydroxy-3-[1-(5-methyl-3-thienyl)cyclobutyl]-1-propen-1-yl}-5-methyl-2,3,3a,9,10,10a-hexahydro-1H-benzo[b]cyclopenta[f]oxepin-6-carboxylic acid